C(C)(C)(C)OC(=O)N1C[C@@H](NCC1)CO (3R)-1-(tert-butoxycarbonyl)-3-(hydroxymethyl)piperazine